O[C@@H](CC(=O)O)CO (S)-3,4-dihydroxybutyric acid